N-[1-[2-[(Z)-N-methoxy-C-methyl-carbonimidoyl]-1,2,4-triazol-3-yl]ethyl]-3,5-bis(trifluoromethyl)benzamide CO\N=C(\C)/N1N=CN=C1C(C)NC(C1=CC(=CC(=C1)C(F)(F)F)C(F)(F)F)=O